1-(3-bromo-5-fluorophenyl)-3-(3-bromo-2-hydroxymethylphenyl)urea BrC=1C=C(C=C(C1)F)NC(=O)NC1=C(C(=CC=C1)Br)CO